OCCN1CCN(CC1)C N-(2-hydroxyethyl)-N'-methylpiperazine